C1(CC1)C(=O)N1CCN(CC1)C(C)C1=CN=C2C=C(C(NC2=C1)=O)CC 7-[1-(4-cyclopropanecarbonylpiperazin-1-yl)ethyl]-3-ethyl-1,2-dihydro-1,5-naphthyridin-2-one